C(C=C)OC1CN(C1)C(=O)OC(C)(C)C tert-butyl 3-(prop-2-en-1-oxy)azetidine-1-carboxylate